2,4-Di-tert-butyl-5-(4-oxo-1,4-dihydrochinolin-3-carboxamido)phenylmethylcarbonat C(C)(C)(C)C1=C(C=C(C(=C1)C(C)(C)C)NC(=O)C1=CNC2=CC=CC=C2C1=O)COC([O-])=O